Methyl (2R,3S,3aS,6aR)-2-(((1-(5-fluoropyrimidin-2-yl)piperidin-4-yl)oxy)methyl)-3-(methylsulfonamido)hexahydrocyclopenta[b]pyrrole-1(2H)-carboxylate FC=1C=NC(=NC1)N1CCC(CC1)OC[C@H]1[C@H]([C@@H]2[C@H](N1C(=O)OC)CCC2)NS(=O)(=O)C